[C].C12C(C)(C)C(=C)C(CC1)C2 camphene carbon